6-METHOXY-N-((3R,4S)-3-((R)-2-METHYLMORPHOLINO)CHROMAN-4-YL)-2-(TRIFLUOROMETHYL)-1H-BENZO[D]IMIDAZOL-4-AMINE COC=1C=C(C2=C(NC(=N2)C(F)(F)F)C1)N[C@@H]1[C@H](COC2=CC=CC=C12)N1C[C@H](OCC1)C